tert-butyl (3-amino-2-(trifluoromethyl)benzyl)carbamate NC=1C(=C(CNC(OC(C)(C)C)=O)C=CC1)C(F)(F)F